OC(CCC(=O)O)CC(=O)O 4-hydroxyladipic acid